butyl (1R,5S)-3-(5-amino-4-cyano-3-(7-((5-fluoro-2-methoxybenzamido)methyl)-1H-indol-4-yl)-1H-pyrazol-1-yl)-8-azabicyclo[3.2.1]octane-8-carboxylate NC1=C(C(=NN1C1C[C@H]2CC[C@@H](C1)N2C(=O)OCCCC)C2=C1C=CNC1=C(C=C2)CNC(C2=C(C=CC(=C2)F)OC)=O)C#N